N[C@@]1(CN(CC1)C1=C(C=NC(=C1C1=CC(=CC(=C1)F)F)C#N)C(=O)N[C@@H](C)C1CC1)CC(F)F 4-[(3R)-3-amino-3-(2,2-difluoroethyl)pyrrolidin-1-yl]-6-cyano-N-[(1S)-1-cyclopropylethyl]-5-(3,5-difluorophenyl)pyridine-3-carboxamide